C1(=CC=C(C=C1)C=O)C=1C(=CC=CC1)C1=CC=C(C=C1)C=O terphenyl-4,4''-dicarbaldehyde